methyl (Z)-1-(4-amino-2-fluorobut-2-en-1-yl)-4-(3-(piperidin-1-ylsulfonyl)phenyl)-1H-benzo[d][1,2,3]triazol-6-carboxylate NC\C=C(\CN1N=NC2=C1C=C(C=C2C2=CC(=CC=C2)S(=O)(=O)N2CCCCC2)C(=O)OC)/F